3-(hydroxymethyl)-1-[6-[2-hydroxy-6-methyl-4-(trifluoromethyl)phenyl]pyridazin-3-yl]pyrrolidin-2-one OCC1C(N(CC1)C=1N=NC(=CC1)C1=C(C=C(C=C1C)C(F)(F)F)O)=O